Cl.C(C)N1CC2(CC1=O)CCNCC2 2-ethyl-2,8-diazaspiro[4.5]decan-3-one hydrochloride